2-(3-cyclopropyl-5-methyl-1,2,4-triazol-4-yl)-4-fluoro-phenol C1(CC1)C1=NN=C(N1C1=C(C=CC(=C1)F)O)C